4-benzenedimethylamine C1(=CC=C(C=C1)CN)CN